N-(5-(1-(4-(chloromethyl)phenyl)piperidin-4-yl)pyridin-2-yl)-5-fluoro-4-(7'-fluoro-2'-methylspiro[cyclopentane-1,3'-indol]-5'-yl)pyrimidin-2-amine ClCC1=CC=C(C=C1)N1CCC(CC1)C=1C=CC(=NC1)NC1=NC=C(C(=N1)C=1C=C2C3(C(=NC2=C(C1)F)C)CCCC3)F